ClS(C1=C(C(=C(C(=C1F)F)F)F)F)(F)(F)(F)F 1-(chlorotetrafluoro-λ6-sulfanyl)-2,3,4,5,6-pentafluorobenzene